tert-butyl (3R,4R)-4-{[5-chloro-7-(1-ethylcyclobutyl) imidazo[4,3-f][1,2,4]triazin-2-yl]amino}-3-fluoropiperidine-1-carboxylate ClC=1N=C(N2N=C(N=CC21)N[C@H]2[C@@H](CN(CC2)C(=O)OC(C)(C)C)F)C2(CCC2)CC